3-oxo-isoindolin-5-yl 1-(3-(cyclopropylmethoxy)-4-(difluoromethoxy) phenyl)-6-oxo-1,6-dihydropyridazine-3-carboxylate C1(CC1)COC=1C=C(C=CC1OC(F)F)N1N=C(C=CC1=O)C(=O)OC=1C=C2C(NCC2=CC1)=O